4,4'-dibromo-2,2'-dinitrobiphenyl BrC1=CC(=C(C=C1)C1=C(C=C(C=C1)Br)[N+](=O)[O-])[N+](=O)[O-]